FC(CCCCC1=CC=C(C=C1)C1=NOC(=N1)CC(C(=O)O)=C)(F)F 2-((3-(4-(5,5,5-trifluoropentyl)phenyl)-1,2,4-oxadiazol-5-yl)methyl)acrylic acid